15,16-dihydroxyoctadeca-9,12-dienoic acid OC(CC=CCC=CCCCCCCCC(=O)O)C(CC)O